C(C=C)(=O)OCCC[Si](OC)(CC)CC acryloxypropyldiethylmethoxysilane